N1CC(CCC1)CN1C[C@H]2N(C=3C(=NN=C(C3)C3=C(C=CC=C3)O)NC2)CC1 2-((6aS)-8-(piperidin-3-ylmethyl)-6,6a,7,8,9,10-hexahydro-5H-pyrazino[1',2':4,5]pyrazino[2,3-c]pyridazin-2-yl)phenol